3-amino-N-(4-((3-(2,3-difluoro-4-methoxyphenyl)imidazo[1,2-a]pyrazin-8-yl)amino)-2-ethylphenyl)propanamide hydrochloride Cl.NCCC(=O)NC1=C(C=C(C=C1)NC=1C=2N(C=CN1)C(=CN2)C2=C(C(=C(C=C2)OC)F)F)CC